NC1=NC=C(C=C1C1=C(C=C(C=C1)NC(=O)C=1C(N(C(N(C1)C(C)C)=O)C1=CC=C(C=C1)F)=O)F)C=1C=NN(C1)C1CCNCC1 N-(4-(2-amino-5-(1-(piperidin-4-yl)-1H-pyrazol-4-yl)pyridin-3-yl)-3-fluorophenyl)-3-(4-fluorophenyl)-1-isopropyl-2,4-dioxo-1,2,3,4-tetrahydropyrimidine-5-carboxamide